CC([C@@H](C1=NC=CC=C1)NC(=O)C=1C=2C[C@H]3[C@@H](C2N(N1)C1=NC=CC=C1)C3)(C)C (1aS,5aS)-2-Pyridin-2-yl-1a,2,5,5a-tetrahydro-1H-2,3-diaza-cyclopropa[a]pentalene-4-carboxylic acid ((S)-2,2-dimethyl-1-pyridin-2-yl-propyl)-amide